N1CC(C1)C#CC1=CC(=C(COC2=CC=CC(=N2)C2=CC(=C(CC3=NC4=C(N3CCOC)C=C(C=C4)C(=O)O)C=C2F)F)C=C1)F 2-(4-(6-((4-(azetidin-3-ylethynyl)-2-fluorobenzyl)oxy)pyridin-2-yl)-2,5-difluorobenzyl)-1-(2-methoxyethyl)-1H-benzo[d]imidazole-6-carboxylic acid